5-(tert-butyl)-1H-imidazole-4-methanol C(C)(C)(C)C1=C(N=CN1)CO